CN1CCC(CC1)CNC1=CC=CC(=N1)C(=O)O 6-(((1-Methyl-piperidin-4-yl)methyl)amino)picolinic acid